isopropyl-sec-butylaminodimethylsilane C(C)(C)[Si](C)(C)NC(C)CC